C(#N)CC[C@H]1[C@@H](C1)C1=CC(=C(N1C1=CC=C(C#N)C=C1)C)C(CN1C2[C@@H](CC1CC2)O)=O (±)-4-(5-((1R,2R)-2-(2-Cyanoethyl)cyclopropyl)-3-(2-((2R)-2-hydroxy-7-azabicyclo[2.2.1]heptan-7-yl)acetyl)-2-methyl-1H-pyrrol-1-yl)benzonitrile